trans-(-)-2-(3-(2-carbamoyl-6-(trifluoromethoxy)-1H-indol-1-yl)phenyl)cyclopropane-1-carboxylic acid C(N)(=O)C=1N(C2=CC(=CC=C2C1)OC(F)(F)F)C=1C=C(C=CC1)[C@H]1[C@@H](C1)C(=O)O